3-{[2-(4-methoxyphenyl)-9-(propan-2-yl)[1,2,4]triazolo[1,5-c]quinazolin-5-yl]amino}azepan-2-one COC1=CC=C(C=C1)C1=NN2C(=NC=3C=CC(=CC3C2=N1)C(C)C)NC1C(NCCCC1)=O